8-(2-fluorobenzyl)pyrido[2,3-d]pyrimidin-7(8H)-one FC1=C(CN2C(C=CC3=C2N=CN=C3)=O)C=CC=C1